C(CCCCCCCCC)OC(C/C=C/CCO)OCCCCCCCCCC (3E)-6,6-didecyloxy-3-hexen-1-ol